methyl (5R)-3-((2-((S)-(1-ethyl-1H-pyrazole-5-carboxamido)((1r,4S)-4-methylcyclohexyl)methyl)imidazo[1,2-b]pyridazin-7-yl)methyl)-2-oxo-5-(trifluoromethyl)piperidine-3-carboxylate C(C)N1N=CC=C1C(=O)N[C@H](C=1N=C2N(N=CC(=C2)CC2(C(NC[C@@H](C2)C(F)(F)F)=O)C(=O)OC)C1)C1CCC(CC1)C